N-(2-(2-(2-(difluoromethoxy)-7-methylquinoxalin-5-yl)benzo[d]thiazol-6-yloxy)ethyl)benzenesulfonamide FC(OC1=NC2=CC(=CC(=C2N=C1)C=1SC2=C(N1)C=CC(=C2)OCCNS(=O)(=O)C2=CC=CC=C2)C)F